OC1=C(C(=O)C2=C(C=CC=C2)C(=O)O)C=CC(=C1)OC 2-hydroxy-4-methoxy-2'-carboxy-benzophenone